F[C@H]1C[C@@H](N(C1)C=1C=CC=2N(N1)C(=CN2)C2=CC(=CN=N2)CCO)C=2C(=NC=C(C2)F)OC 2-(6-(6-((2R,4S)-4-fluoro-2-(5-fluoro-2-methoxypyridin-3-yl)pyrrolidin-1-yl)imidazo[1,2-b]pyridazin-3-yl)pyridazin-4-yl)ethan-1-ol